CC=1N=C(OC1C)C(C(=O)C1=CC=C(C=N1)NC(CC1=CC=C(C=C1)S(=O)(=O)CC)=O)(C)C N-(6-(2-(4,5-dimethyloxazol-2-yl)-2-methylpropanoyl)pyridin-3-yl)-2-(4-(ethylsulfonyl)phenyl)acetamide